(1R,3S)-3-{5-[(2,2-dioxo-1,3-dihydro-2λ6-benzo[c]thiophen-4-yl)amino]-2H-pyrazol-3-yl}cyclopentyl (prop-2-ylamino)methanoate CC(C)NC(=O)O[C@H]1C[C@H](CC1)C=1NN=C(C1)NC1=CC=CC=2CS(CC21)(=O)=O